(S)-N-(sec-butyl)-2-(3-(6-(difluoromethoxy)pyridin-3-yl)-6-oxopyridazin-1(6H)-yl)acetamide [C@H](C)(CC)NC(CN1N=C(C=CC1=O)C=1C=NC(=CC1)OC(F)F)=O